N-hydroxypyrrolidone bis(trifluoromethanesulfonyl)imide salt [N-](S(=O)(=O)C(F)(F)F)S(=O)(=O)C(F)(F)F.ON1C(CCC1)=O